CNC(=O)C1=NC2=C(N1C1=CC3=C(NC(N3)=O)C=C1)C=CC=C2 N-methyl-1-(2-oxo-1,3-dihydro-benzimidazol-5-yl)benzimidazole-2-carboxamide